C(OC1=CC=C(C=C1)O)([2H])([2H])[2H] 4-(methoxy-d3)phenol